4-hydroxy-N,N-dimethylbenzenesulfonamide OC1=CC=C(C=C1)S(=O)(=O)N(C)C